NC1=CN(C=CC=C1)C1=CC(N(C(N1CC#CC)=O)CC=1SC2=C(N1)C=CC=C2)=O (R)-6-(3-amino-azepin-1-yl)-3-(benzo[d]thiazol-2-ylmethyl)-1-(but-2-yn-1-yl)pyrimidine-2,4(1H,3H)-dione